5-((2-(3-(4-(4-Chlorophenoxy)butanamido)phenyl)pyrimidin-5-yl)methoxy)-2-hydroxybenzoic acid ClC1=CC=C(OCCCC(=O)NC=2C=C(C=CC2)C2=NC=C(C=N2)COC=2C=CC(=C(C(=O)O)C2)O)C=C1